BrC=1SC=C([N+]1[O-])C[C@@H](C(=O)OC)NC(=O)OC(C)(C)C 2-bromo-4-[(2S)-2-[(tert-butoxycarbonyl) amino]-3-methoxy-3-oxopropyl]-1,3-thiazol-3-ium-3-olate